O=C1[C@@H]2N(C(CN1)=O)CCC2 (3s,8ar)-1,4-Dioxooctahydropyrrolo[1,2-a]Pyrazin